O=C1NC(CCC1NC1=CC=C(CN(C2CCN(CC2)C2=CC=C(C(=O)NC=3C4=C(NN3)CN(C4)C([C@@H](C4=CC=CC=C4)OC)=O)C=C2)C)C=C1)=O 4-(4-((4-((2,6-dioxopiperidin-3-yl)amino)benzyl)(methyl)amino)piperidin-1-yl)-N-(5-((R)-2-methoxy-2-phenylacetyl)-1,4,5,6-tetrahydropyrrolo[3,4-c]pyrazol-3-yl)benzamide